zinc tetra-fluoroborate hydrate O.F[B-](F)(F)F.[Zn+2].F[B-](F)(F)F